C1(CCC1)C=1C(=NN(C1NC(O[C@H](C)C1CC1)=O)C)C1C(C1)(F)F (R)-1-cyclopropylethyl (4-cyclobutyl-3-(2,2-difluorocycloprop-yl)-1-methyl-1H-pyrazol-5-yl)-carbamate